Exo-5-(10-hydroxydecyl)-4-phenyl-3a-(1-phenylvinyl)-1,2,3,3a,6,6a-hexahydropentalen-1-ol OCCCCCCCCCCC1=C(C2(CCC(C2C1)O)C(=C)C1=CC=CC=C1)C1=CC=CC=C1